(1-(4-(diisobutylamino)-3-aminophenyl)-1-ethoxy) acetate C(C)(=O)OOC(C)C1=CC(=C(C=C1)N(CC(C)C)CC(C)C)N